2,2-bis(4-(4-maleimidophenoxy)phenyl)propane C1(C=CC(N1C1=CC=C(OC2=CC=C(C=C2)C(C)(C)C2=CC=C(C=C2)OC2=CC=C(C=C2)N2C(C=CC2=O)=O)C=C1)=O)=O